(2S)-5-allyl-4,4-dimethylpyrrolidine-2-carboxylic acid methyl ester COC(=O)[C@H]1NC(C(C1)(C)C)CC=C